FC(C(=O)O)(F)F.NC[C@H]1C[C@@H](NC1)CONC(=O)[C@H]1N2C(N([C@H](CC1)C2)OS(=O)(=O)O)=O (2S,5R)-N-{[(2R,4R)-4-Aminomethyl-pyrrolidin-2-yl]methyloxy}-7-oxo-6-(sulfooxy)-1,6-diazabicyclo[3.2.1]octane-2-carboxamide trifluoroacetate salt